2-hydroxy-6-methoxynaphthalene-1,4-dione OC=1C(C2=CC=C(C=C2C(C1)=O)OC)=O